FC(S(=O)(=O)OCC1(O[C@H](C[C@@H]1O[Si](C)(C)C(C)(C)C)N1C(NC(C=C1)=O)=O)COS(=O)(=O)C(F)(F)F)(F)F [(3S,5R)-3-[(tert-butyldimethylsilyl) oxy]-5-(2,4-dioxo-3H-pyrimidin-1-yl)-2-[(trifluoromethanesulfonyloxy)methyl]oxolan-2-yl]methyl trifluoromethanesulfonate